[B+3].S(=O)(=O)(OC=C)OS(=O)(=O)[O-].C(=C)OS(=O)(=O)OS(=O)(=O)[O-].C(=C)OS(=O)(=O)OS(=O)(=O)[O-] vinyl disulfate boron